hydroxyl-oleic acid OC(C(=O)O)CCCCCC\C=C/CCCCCCCC